OC1=CC=C(C=C1)O 1,4-dihydroxy-benzene